ClC1=C(C=CC=C1)C=1N=C(SC1)C=1C(=NC=C(C1)N1CC2(C1)CN(C2)C(COC)=O)C(=O)N (4-(2-chlorophenyl)thiazol-2-yl)-5-(6-(2-methoxyacetyl)-2,6-diazaspiro[3.3]hept-2-yl)picolinamide